disodium laurylimino diacetate C(C)(=O)ON(CCCCCCCCCCCC)OC(C)=O.[Na].[Na]